tert-Butyl N-[(1R)-1-[2-(2,4-difluoro-3-pyridyl)-3,6-dimethyl-4-oxo-chromen-8-yl]-ethyl]carbamate FC1=NC=CC(=C1C=1OC2=C(C=C(C=C2C(C1C)=O)C)[C@@H](C)NC(OC(C)(C)C)=O)F